ClC1=CC=C(C=C1)[C@H](CC1=NOC(=N1)CN1C(NC(=C(C1=O)C)CO)=O)O 3-({3-[(2S)-2-(4-chlorophenyl)-2-hydroxyethyl]-1,2,4-oxadiazol-5-yl}methyl)-6-(hydroxymethyl)-5-methyl-1H-pyrimidine-2,4-dione